2,5-difluoro-4-{[3-(trifluoromethyl)-1-{[2-(trimethylsilyl)ethoxy]methyl}-1H-pyrrolo[2,3-b]pyridin-4-yl]oxy}aniline FC1=C(N)C=C(C(=C1)OC1=C2C(=NC=C1)N(C=C2C(F)(F)F)COCC[Si](C)(C)C)F